3-(1-((1,2-dimethyl-1H-imidazol-5-yl)sulfonyl)piperidin-4-yl)-4-methylpyridine CN1C(=NC=C1S(=O)(=O)N1CCC(CC1)C=1C=NC=CC1C)C